methylenehexahydrocyclopenta[c]pyrrole C=C1NCC2C1=CCC2